S1C=CC(=C1)C#CC1=C(C=C(C=C1)C#CC=1C=CSC1)CC 1,4-bis(4-thiophenylethynyl)-2-ethylbenzene